phosphoric acid octadecylamine salt C(CCCCCCCCCCCCCCCCC)N.P(O)(O)(O)=O